BrC1=CC=C(C=C1)C1=NC2=C(N1C(C(=O)NC1CCCCC1)C1CCCCC1)C=CC=C2 2-[2-(4-bromo-phenyl)-benzimidazol-1-yl]-2,N-dicyclohexyl-acetamide